ClC1=CC(=C(C=C1)C1=C(C=C(N=N1)N1[C@@H]2[C@H](OCC1)CCN(C2)C(=O)OC(C)(C)C)C(F)F)O tert-butyl (4aS,8aR)-4-[6-(4-chloro-2-hydroxy-phenyl)-5-(difluoromethyl)pyridazin-3-yl]-3,4a,5,7,8,8a-hexahydro-2H-pyrido[4,3-b][1,4]oxazine-6-carboxylate